triethoxyn-butoxyhafnium C(C)OC(CCCO[Hf])(OCC)OCC